CC1(COC2=C1C(=CC=C2)OC=2N=CC(=NC2)N2C(N[C@@H](C2=O)CC)=O)C (5R)-3-[5-[(3,3-Dimethyl-2H-benzofuran-4-yl)oxy]pyrazin-2-yl]-5-ethylimidazolidin-2,4-dion